FC1=C(C(=CC(=C1)C1=C2C(=NC=C1)NC=C2F)F)C2([C@H](CN(C[C@H]2C)CC2=NC=CC=C2)C)O (3S,4s,5R)-4-(2,6-difluoro-4-(3-fluoro-1H-pyrrolo[2,3-b]pyridin-4-yl)phenyl)-3,5-dimethyl-1-(pyridin-2-ylmethyl)piperidin-4-ol